CN1CC(CC1)OC=1C=NC(=NC1)NC1CCC(CC1)OC1=C2C=C(C=NC2=CC(=N1)N1CCOCC1)CS(=O)(=O)N [5-[4-[[5-(1-methylpyrrolidin-3-yl)oxypyrimidin-2-yl]amino]cyclohexoxy]-7-morpholino-1,6-naphthyridin-3-yl]methanesulfonamide